C(C)N(CCNC(=O)C1=CC=C2/C(/C(N(C2=C1)CC1=NC=CC=C1)=O)=C/C=1NC(=CC1C)C)CC (Z)-N-(2-(diethylamino)ethyl)-3-((3,5-dimethyl-1H-pyrrol-2-yl)methylene)-2-oxo-1-(pyridin-2-ylmethyl)indole-6-carboxamide